C(C)(C)(C)OC(=O)N1CCN(CC1)C1=NC(=NC(=C1)C(C1=CC=CC=C1)(F)F)Cl 4-[2-chloro-6-[difluoro(phenyl)methyl]pyrimidin-4-yl]piperazine-1-carboxylic acid tert-butyl ester